nickel boron aluminium [Al].[B].[Ni]